1-(2,2-dimethoxyethyl)-1H-indole-6-carboxylic acid methyl ester COC(=O)C1=CC=C2C=CN(C2=C1)CC(OC)OC